N1(CCC1)CC1(CCCC1)CNC(=O)C1=CC2=C(S1)CCCCCC2 N-{[1-(Azetidin-1-ylmethyl)cyclopentyl]methyl}-4H,5H,6H,7H,8H,9H-cycloocta[b]thiophene-2-carboxamide